(+/-)-trans-3,10,13,19-tetraazatricyclo[13.3.1.04,9]nonadecane-1(19),15,17-triene-3,10,13-triacetic acid C1=2CN([C@@H]3CCCC[C@H]3N(CCN(CC(=CC=C1)N2)CC(=O)O)CC(=O)O)CC(=O)O |r|